COC1=C(C=CC=C1)C1=CN=C(O1)CSC1=NC(=CC(=N1)N)C 2-({[5-(2-Methoxyphenyl)-1,3-oxazol-2-yl]methyl}sulfanyl)-6-methylpyrimidin-4-amin